1-(6-((1-(4-(Difluoromethyl)phenyl)-4-methyl-1H-1,2,3-triazol-5-yl)methoxy)pyridazine-3-yl)piperazine-one FC(C1=CC=C(C=C1)N1N=NC(=C1COC1=CC=C(N=N1)N1C(CNCC1)=O)C)F